2-(1-(5-(1,3-Dioxolan-2-yl)pyridin-2-yl)-1H-pyrazol-3-yl)propan-2-ol O1C(OCC1)C=1C=CC(=NC1)N1N=C(C=C1)C(C)(C)O